FC=1C=2N(C=C(C1OC)NC(=O)C=1C=CC(=C3C=CNC13)N1CCNCC1)C=C(N2)C N-(8-fluoro-7-methoxy-2-methyl-imidazo-[1,2-a]pyridin-6-yl)-4-piperazin-1-yl-1H-indole-7-carboxamide